C(C)(C)(C)N1C=C(C2=C1N=CN=C2N)C2=NOC(=C2I)C2CC2 7-(tert-butyl)-5-(5-cyclopropyl-4-iodoisoxazol-3-yl)-7H-pyrrolo[2,3-d]pyrimidin-4-amine